O1COC2=C1C=CC(=C2)CC 2-(Benzo[d][1,3]dioxolan-5-yl)ethane